4-(4-chloro-2-fluorophenyl)-3-(3-chlorophenyl)-5-neopentyl-1-((tetrahydrofuran-3-yl)methyl)pyrrolidine-2-carboxylic acid ClC1=CC(=C(C=C1)C1C(C(N(C1CC(C)(C)C)CC1COCC1)C(=O)O)C1=CC(=CC=C1)Cl)F